Methyl O-(tert-butyldimethylsilyl)-N-(2-(4-((6-chlorohexanamido)methyl)phenyl)thiazole-4-carbonyl)-L-serinate [Si](C)(C)(C(C)(C)C)OC[C@H](NC(=O)C=1N=C(SC1)C1=CC=C(C=C1)CNC(CCCCCCl)=O)C(=O)OC